CC1=CC(=NC=C1)C(=O)C1[C@H]2CN(C[C@@H]12)C(=O)OC(C)(C)C tert-butyl (1R,5S,6r)-6-[(4-methyl-2-pyridyl) carbonyl]-3-azabicyclo[3.1.0]hexane-3-carboxylate